Methyl 6-formyl-2-methoxynicotinate C(=O)C1=NC(=C(C(=O)OC)C=C1)OC